2,3-dimethyl-6-(2-morpholinothiazol-4-yl)phenol CC1=C(C(=CC=C1C)C=1N=C(SC1)N1CCOCC1)O